C(C(C)C)(=O)N1CCN(CC1)C(CCN1C=NC2=C(NC=3C=CC(=CC23)C)C1=O)=O 3-(3-(4-isobutyrylpiperazin-1-yl)-3-oxopropyl)-8-methyl-3,5-dihydro-4H-pyrimido[5,4-b]indol-4-one